1-(bromomethyl)-4-chloro-2-fluoro-benzene BrCC1=C(C=C(C=C1)Cl)F